tert-butyliminotris(diethylamino)tantalum C(C)(C)(C)N=[Ta](N(CC)CC)(N(CC)CC)N(CC)CC